O=C1N(CCC(N1)=O)N1C(C2=CC=CC=C2C1=O)=O 2-(2,4-dioxotetrahydropyrimidin-1(2H)-yl)isoindoline-1,3-dione